(+-)-4-(HEPTYLOXY)-3-METHYLBUTANAL C(CCCCCC)OC[C@@H](CC=O)C |r|